C1OC2=C(O1)C(=C3C(=C2)OC=C(C3=O)C4=CC=C(C=C4)O)O The molecule is a hydroxyisoflavone that is 6,7-methylenedioxyisoflavone substituted by hydroxy groups at positions 5 and 4'. It has a role as an immunomodulator, an antineoplastic agent and a metabolite. It is a hydroxyisoflavone, an oxacycle and an organic heterotricyclic compound.